laurylpentylenediamine C(CCCCCCCCCCC)NCCCCCN